OC1=C(C=CC=C1)S(=O)(=O)OC(CCCCCC(C)C)=O isononanoyl hydroxybenzenesulfonate